(E)-3-(2-(4-(1-(difluoromethyl)-1H-pyrazole-5-carbonyl)piperazin-1-yl)phenyl)-N-hydroxyacrylamide FC(N1N=CC=C1C(=O)N1CCN(CC1)C1=C(C=CC=C1)/C=C/C(=O)NO)F